CC(C(C)(O)C=1C=C(C=2C=CC=3N(C2N1)C=C(N3)C=3OC=NN3)C(C(F)(F)F)(F)F)C 3-methyl-2-[8-(1,3,4-oxadiazol-2-yl)-4-(1,1,2,2,2-pentafluoroethyl)imidazo[1,2-a]1,8-naphthyridin-2-yl]butan-2-ol